Cl.O[C@@](CNC[C@@H](C)NS(=O)(=O)C=1C=C2C=CN=CC2=CC1)(C)C1=CC=CC=C1 N-[(R)-1-{(S)-2-hydroxy-2-phenylpropylamino}propan-2-yl]isoquinoline-6-sulfonamide hydrochloride salt